butylamino-ethanol C(CCC)NC(C)O